IC=1C=C(C=CC1OCCCl)C(C(=O)O)C 3-iodo-4-(2-chloroethoxy)phenylpropionic acid